4-(4-(bromomethyl)furan-2-yl)-2-(methylthio)pyrimidine methyl-2-((1-(2-(3-azabicyclo[3.1.0]hexan-3-yl)-3,6-dimethyl-4-oxo-3,4-dihydroquinazolin-8-yl)ethyl)amino)benzoate COC(C1=C(C=CC=C1)NC(C)C=1C=C(C=C2C(N(C(=NC12)N1CC2CC2C1)C)=O)C)=O.BrCC=1C=C(OC1)C1=NC(=NC=C1)SC